N-(9-methyl-9-azabicyclo[3.3.1]non-3-yl)-6-[3-(4-mesyl-2-anisidino)-1-propynyl]-1-(2,2,2-trifluoroethyl)-1H-1,3-benzimidazole-4-carboxamide CN1C2CC(CC1CCC2)NC(=O)C2=CC(=CC=1N(C=NC12)CC(F)(F)F)C#CCNC=1C(OC)=CC=C(C1)S(=O)(=O)C